1-methoxy-2,3-dihydro-1H-inden-2-amine hydrochloride Cl.COC1C(CC2=CC=CC=C12)N